oxo-phenyl-acetic acid 1-methyl-2-[2-(2-oxo-phenylacetyloxy)-propoxy]-ethyl ester CC(COCC(C)OC(CC1C(C=CC=C1)=O)=O)OC(C(C1=CC=CC=C1)=O)=O